CC=1N=C(C(=NC1)C)C TRIMETHYLPYRAZIN